1-(3-aminomethyl-3,5,5-trimethyl-cyclohexyl)-2,3-diisopropylguanidine NCC1(CC(CC(C1)(C)C)NC(=NC(C)C)NC(C)C)C